5-(3,5-dimethoxyphenyl)-2-(2-nitrobenzoyl)cyclohexanone COC=1C=C(C=C(C1)OC)C1CCC(C(C1)=O)C(C1=C(C=CC=C1)[N+](=O)[O-])=O